ClC1=CC=C(N=N1)N[C@@H]1C[C@@]2([C@@H](CN(C2)C(=O)OC(C)(C)C)C1)C tert-butyl (3aR,S,6aS)-5-((6-chloropyridazin-3-yl)amino)-3a-methylhexahydrocyclopenta[c]pyrrole-2(1H)-carboxylate